6-methyl-4-oxo-5H-pyrazolo[1,5-a]pyrazine-3-carboxylic acid ethyl ester C(C)OC(=O)C=1C=NN2C1C(NC(=C2)C)=O